2-(1-methylpiperidin-4-yl)ethanol ethyl-(R)-6-methyl-6-(trifluoromethyl)-4-(((trifluoromethyl)sulfonyl)oxy)-5,6-dihydro-2H-pyran-3-carboxylate C(C)[C@H]1OC(CC(=C1C(=O)OCCC1CCN(CC1)C)OS(=O)(=O)C(F)(F)F)(C(F)(F)F)C